C(CCCCCCC\C=C/C\C=C/CCCCC)(=O)OCCCCCCCCCCCCCCCCCCCCCCCCCCCCCCCCCCCCCCC(=O)O 39-linoleoyloxy-nonatriacontanoic acid